FC=1C(=NC(=NC1)NC1CCN(CC1)S(=O)(=O)C)C1=C(N=C(S1)C1CC(C1)OC)C(F)(F)F 5-fluoro-4-[2-(3-methoxycyclobutyl)-4-(trifluoromethyl)thiazol-5-yl]-N-(1-methylsulfonyl-4-piperidyl)pyrimidin-2-amine